1-[4-fluoro-2-(2,2,2-trifluoroethoxy)phenyl]-2-oxo-N-[6-(trifluoromethyl)pyridazin-3-yl]-1,2-dihydropyridine-3-carboxamide FC1=CC(=C(C=C1)N1C(C(=CC=C1)C(=O)NC=1N=NC(=CC1)C(F)(F)F)=O)OCC(F)(F)F